C(C)S(=O)(=O)N1CS(C=2C1=NC(=C(C2)C)C2=C(C=CC=C2)F)(=O)=O 3-(ethylsulfonyl)-5-(2-fluorophenyl)-6-methyl-2,3-dihydro[1,3]thiazolo[4,5-b]pyridine 1,1-dioxide